1-(2-Bromo-6-fluorophenyl)ethanone BrC1=C(C(=CC=C1)F)C(C)=O